C(#N)C1(CCN(CC1)C(=O)OC(C)(C)C)NC1=CC(=C(C=C1)F)F tert-butyl 4-cyano-4-((3,4-difluorophenyl)amino)piperidine-1-carboxylate